ClC1=NC=C(C(=C1)N1C(C=C(C=C1C)O)=O)F 2'-Chloro-5'-fluoro-4-hydroxy-6-methyl-2H-[1,4'-bipyridin]-2-one